F[C@@H](CN(CC[C@@H](C(=O)O)NC(=O)C=1C=C2C=NN(C2=CC1)C)CCCCC1=NC=2NCCCC2C=C1)COC (S)-4-(((S)-2-fluoro-3-methoxypropyl)(4-(5,6,7,8-tetrahydro-1,8-naphthyridin-2-yl)butyl)amino)-2-(1-methyl-1H-indazole-5-carboxamido)butanoic acid